6-(6-(4-((8-(2-(2,6-dioxopiperidin-3-yl)-1,3-dioxoisoindoline-5-yl)-3,8-diazabicyclo[3.2.1]octane-3-yl)methyl)piperidin-1-yl)pyridazin-3-yl)-1-oxoisoindoline O=C1NC(CCC1N1C(C2=CC=C(C=C2C1=O)N1C2CN(CC1CC2)CC2CCN(CC2)C2=CC=C(N=N2)C2=CC=C1CNC(C1=C2)=O)=O)=O